BrC1=CC2=C([N+](=C(N=[N+]2[O-])NCCC(=O)OC2=CN(CC2)C([C@H](CC(C)C)OC)=O)[O-])C=C1 (S)-7-bromo-3-((3-((1-(2-methoxyisohexanoyl)pyrrolin-3-yl)oxy)-3-oxopropyl)amino)benzo[e][1,2,4]triazine-1,4-dioxide